C(#N)N1C[C@@H](CC1)CC(=O)N1CC(C1)C1=NC=C(C#N)C=C1 (S)-6-(1-(2-(1-cyanopyrrolidin-3-yl)acetyl)azetidin-3-yl)nicotinonitrile